C\C(=C/CC=1C(=C(C(=O)O)C(=CC1O)C(C)CCCC)O)\CCC=C(C)C 3-[(2E)-3,7-dimethyloct-2,6-dien-1-yl]-6-(hex-2-yl)-2,4-dihydroxybenzoic acid